5-(benzofuran-2-yl)octahydrocyclopenta[c]pyrrol-5-ol O1C(=CC2=C1C=CC=C2)C2(CC1C(CNC1)C2)O